di-tert-butyl-(2r,4r)-4-((6-chloro-3-fluoro-4-(1-hydroxypropyl)pyridin-2-yl)methyl)-2-methylpiperidine-1,4-dicarboxylic acid C(C)(C)(C)C1[C@](N(CC[C@@]1(C(=O)O)CC1=NC(=CC(=C1F)C(CC)O)Cl)C(=O)O)(C)C(C)(C)C